OCC1CCN(CC1)C#N 4-(hydroxymethyl)piperidine-1-carbonitrile